phosphoribosyl-aminobenzoic acid P(=O)(O)(O)C1=C(C(=C(C(=O)O)C=C1)N)C1[C@H](O)[C@H](O)[C@H](O1)CO